BrC=1C=C(C=CC1)C1(CCCC1)NC(OC(C)(C)C)=O tert-Butyl (1-(3-bromophenyl)cyclopentyl)carbamate